CN1N=NN=C1SC1=NC2=CC=CC=C2N=C1SC1=NN=NN1C 2,3-bis((1-methyltetrazol-5-yl)thio)quinoxaline